oleyl-erucyl-erucate C(CCCCCCC\C=C/CCCCCCCC)C(C(=O)[O-])(CCCCCCCCCC\C=C/CCCCCCCC)CCCCCCCCCCCC\C=C/CCCCCCCC